N-(2-methoxy-6-(piperazin-1-yl)pyridin-3-yl)-6-(p-tolyl)-8,9-dihydroimidazo[1',2':1,6]pyrido[2,3-d]pyrimidin-2-amine COC1=NC(=CC=C1NC=1N=CC2=C(N1)N1C(C(=C2)C2=CC=C(C=C2)C)=NCC1)N1CCNCC1